FC=1C=C2C(=CNC2=CC1)CCN(CCC)C N-(2-(5-fluoro-1H-indol-3-yl)ethyl)-N-methylpropan-1-amine